C(CCC(=O)O)(=O)O.N[C@H]1CN(CCC1)C1=CC(N(C(N1CC1=C(C#N)C=CC(=C1)F)=O)C)=O 2-[[6-[(3R)-3-aminopiperidin-1-yl]-3-methyl-2,4-dioxo-3,4-dihydropyrimidin-1(2H)-yl]methyl]-4-fluoro-benzonitrile succinate